(2S,4R)-N-{(2S)-1-(1,3-benzothiazol-2-yl)-1-oxo-3-[(3S)-2-oxopyrrolidin-3-yl]propan-2-yl}-4-ethyl-1-[N-(methylsulfonyl)-L-valyl]piperidine-2-carboxamide S1C(=NC2=C1C=CC=C2)C([C@H](C[C@H]2C(NCC2)=O)NC(=O)[C@H]2N(CC[C@H](C2)CC)C([C@@H](NS(=O)(=O)C)C(C)C)=O)=O